CN(C(C(=O)C1=CC=C(C=C1)N1CCOCC1)(CC)CC1=CC=C(C=C1)C)C 2-dimethylamino-2-(4-methylbenzyl)-1-(4-morpholine-4-yl-phenyl)butan-1-one